OC=1C=C(C=CC1)C1=NC=CC=C1 2-(3-hydroxyphenyl)pyridine